C(C)OC(=O)C=1N=CN(C1)[C@@H](C)C(C)C 1-[(2S)-3-methylbutan-2-yl]-1H-imidazole-4-carboxylic acid ethyl ester